NC1CCN(CC1)CC(=O)NCC=1SC(=CC1)C(CSC1=NC(=NC2=CC=C(C=C12)OC)C)=O 2-(4-aminopiperidin-1-yl)-N-((5-(2-((6-methoxy-2-methylquinazolin-4-yl)thio)acetyl)thiophen-2-yl)methyl)acetamide